2,4-bis(iso-propylamino)-2,4,6,6,8,8-hexamethylcyclotetrasiloxane C(C)(C)N[Si]1(O[Si](O[Si](O[Si](O1)(C)NC(C)C)(C)C)(C)C)C